C(=O)OC1=C(C(=CC(=C1)C1CC1)F)C=1C=2N(C(=NN1)N[C@H]1CN(CCC1)CC(F)F)C=CC2 5-cyclopropyl-2-(4-{[(3R)-1-(2,2-difluoroethyl)piperidin-3-yl]amino}pyrrolo[1,2-d][1,2,4]triazin-1-yl)-3-fluorophenol formate